FC(C1=NC2=C(N1)C=CC=C2)(F)F 2-trifluoromethyl-1H-benzimidazol